ClC=1C=C(NC2=NC=NC3=CC(=C(C=C23)NS(=O)(=O)C2=C(C(=C(C(=C2C(F)(F)F)F)F)F)F)O[C@@H]2COCC2)C=CC1F N-[4-(3-chloro-4-fluoro-anilino)-7-[(3S)-tetrahydrofuran-3-yl]oxy-quinazolin-6-yl]-2,3,4,5-tetrafluoro-6-(trifluoromethyl)benzenesulfonamide